C[C@H]1CNCCN1 S-(+)-2-methylpiperazine